2-phenylethyl chloro-methyl ketone ClCC(=O)CCC1=CC=CC=C1